C(C)(=O)N1[C@@H](CN(C[C@@H]1C(F)(F)F)C(C(=C)F)=O)C1=CC(=NC(=C1)Cl)C1=CC(=NC=N1)C(=O)NC 6-(4-((2R,6R)-1-acetyl-4-(2-fluoroacryloyl)-6-(trifluoromethyl)piperazin-2-yl)-6-chloropyridin-2-yl)-N-methyl-pyrimidine-4-carboxamide